(3aS,4R,6aR)-5-benzyl-2,2-dimethyltetrahydro-4H-[1,3]dioxolo[4,5-c]pyrrol C(C1=CC=CC=C1)N1C[C@@H]2[C@H](C1)OC(O2)(C)C